(2S,4R)-benzyl 1-((S)-2-amino-3,3-dimethylbutyryl)-4-hydroxypyrrolidine-2-carboxylate N[C@H](C(=O)N1[C@@H](C[C@H](C1)O)C(=O)OCC1=CC=CC=C1)C(C)(C)C